NC1=NC=CC(=C1Cl)SC1=CN=C(C(=N1)CO)N1CCC2(CC1)[C@@H](C1=CC(=CC=C1C2)Cl)N (S)-(6-((2-amino-3-chloropyridin-4-yl)thio)-3-(1-amino-6-chloro-1,3-dihydrospiro[inden-2,4'-piperidin]-1'-yl)pyrazin-2-yl)methanol